FC=1C(=C2C(=NC1)NC(=N2)C2CCC(CC2)(O)C)C2CCNCC2 4-[6-fluoro-7-(4-piperidyl)-3H-imidazo[4,5-b]pyridin-2-yl]-1-methyl-cyclohexanol